O.N[C@@H](CCCCN)C(=O)O L-lysine monohydrate